9-fluorenylmethyl-N-succinimidyl Carbonate C1CC(=O)N(C1=O)OC(=O)OCC2C3=CC=CC=C3C4=CC=CC=C24